C(C1=CC=CC=C1)OC(=O)N[C@@H](CCCCNC(COCCOCCOCCOCCOCCOCCOCCOCCOCCOC)=O)C(=O)NCC(=O)NCC(=O)O (S)-(S)-(37-(((benzyloxy)carbonyl)amino)-31-oxo-2,5,8,11,14,17,20,23,26,29-decaoxa-32-azaoctatriacontan-38-oyl)glycylglycine